1-(2-(difluoromethoxy)benzyl)-3-(1-(2-fluoro-6-methylphenyl)piperidin-4-yl)pyrazino[2,3-b]pyrazin-2(1H)-one FC(OC1=C(CN2C(C(=NC=3C2=NC=CN3)C3CCN(CC3)C3=C(C=CC=C3C)F)=O)C=CC=C1)F